FC1=C(C(=CC(=C1)C=1C(=NC=CC1)SCCC)F)C1C(C1)CCC(=O)O 3-{2-[2,6-difluoro-4-(2-propylsulfanyl-pyridin-3-yl)-phenyl]-cyclopropyl}-propionic acid